4-(6-chloro-7-(8-ethyl-7-fluoro-3-(methoxymethoxy)naphthalen-1-yl)-2-(ethylsulfonyl)-8-Fluoroquinazolin-4-yl)-6-methyl-1,4-oxazepan-6-ol ClC=1C=C2C(=NC(=NC2=C(C1C1=CC(=CC2=CC=C(C(=C12)CC)F)OCOC)F)S(=O)(=O)CC)N1CCOCC(C1)(O)C